C(C)OC(CCCCC)=O.C(CCCCC)(=O)OCC ethyl hexanoate Ethyl-Caproate